FC1=CC=CC=2C(=N[C@@H](C(NC21)=O)NC(=O)C2=C(N=C1N2N=C(C=C1)OC)C1=C(C=NC=C1)F)C1=CC=CC=C1 N-[(3S)-9-fluoro-2-oxo-5-phenyl-1,3-dihydro-1,4-benzodiazepine-3-Yl]-2-(3-fluoropyridin-4-yl)-6-methoxyimidazo[1,2-b]pyridazine-3-carboxamide